benzyl 2-(benzyloxy)-4-(N-(4-(tert-butyl)benzyl)-2,2,2-trifluoroacetamido)benzoate C(C1=CC=CC=C1)OC1=C(C(=O)OCC2=CC=CC=C2)C=CC(=C1)N(C(C(F)(F)F)=O)CC1=CC=C(C=C1)C(C)(C)C